1-N'-[6-[(6,7-dimethoxy-1,5-naphthyridin-4-yl)oxy]-5-methoxypyridin-3-yl]-1-N-(4-fluorophenyl)cyclopropane-1,1-dicarboxamide COC=1N=C2C(=CC=NC2=CC1OC)OC1=C(C=C(C=N1)NC(=O)C1(CC1)C(=O)NC1=CC=C(C=C1)F)OC